CC1=CC=CC(=N1)C1=NNC=C1C1=NC2=CC(=CN=C2C=C1)N1CCCCC1 2-[3-(6-methyl-2-pyridyl)-1H-pyrazol-4-yl]-7-(1-piperidyl)-1,5-naphthyridine